1-((6aR,8R,9S,9aR)-2,2,4,4-tetraisopropyl-9-methoxytetrahydro-6H-furo[3,2-f][1,3,5,2,4]trioxadisilocin-8-yl)pyrimidine-2,4(1H,3H)-dione C(C)(C)[Si]1(O[Si](OC[C@@H]2[C@@H](O1)[C@@H]([C@@H](O2)N2C(NC(C=C2)=O)=O)OC)(C(C)C)C(C)C)C(C)C